ClC1=C(C=C(C=C1Br)F)Br 2-chloro-1,3-dibromo-5-fluorobenzene